tert-butyl (3-((4aR,6R,7R,8R,8aR)-7-methoxy-2,2-dimethyl-8-(4-(3,4,5-trifluorophenyl)-1H-1,2,3-triazol-1-yl)hexahydropyrano[3,2-d][1,3]dioxin-6-yl)prop-1-yn-1-yl)(phenyl)carbamate CO[C@@H]1[C@H]([C@H]2OC(OC[C@H]2O[C@@H]1CC#CN(C(OC(C)(C)C)=O)C1=CC=CC=C1)(C)C)N1N=NC(=C1)C1=CC(=C(C(=C1)F)F)F